aminopropionic acid ethyl ester C(C)OC(C(C)N)=O